benzyl (S)-2-amino-3-(4-methoxy-2,6-dimethylphenyl)propanoate N[C@H](C(=O)OCC1=CC=CC=C1)CC1=C(C=C(C=C1C)OC)C